ClC1=C(C=CC(=C1)S(=O)(=O)C)NCC#CC=1N(C=2C=CC=C(C2C1)NC1CCN(CC1)C)CC(F)(F)F 2-{3-[(2-chloro-4-methanesulfonyl-phenyl)amino]prop-1-yn-1-yl}-N-(1-methylpiperidin-4-yl)-1-(2,2,2-trifluoroethyl)-1H-indol-4-amine